FC(N1N=CC(=C1)[S@@](=O)(N)=NC(NC1=C2C(=NC3=C1CCC3)C(CC2)(C)C)=O)F (R)-1-(Difluoromethyl)-N'-((3,3-dimethyl-1,2,3,5,6,7-hexahydrodicyclopenta[b,e]pyridin-8-yl)carbamoyl)-1H-pyrazole-4-sulfonimidamide